FC1=C(CN2N=CC(=C2C)B2OC(C(O2)(C)C)(C)C)C=CC=C1 1-(2-fluorobenzyl)-5-methyl-4-(4,4,5,5-tetramethyl-1,3,2-dioxaborolan-2-yl)-1H-pyrazole